BrC1=C(C=NS1)C(=O)O 5-bromoisothiazole-4-carboxylic acid